NC=1C2=C(N=CN1)C(=CN2C2=CC=C(CNC(C1=C(C=CC(=C1)F)OC)=O)C=C2)C2CCOCC2 N-(4-(4-amino-7-(tetrahydro-2H-pyran-4-yl)-5H-pyrrolo[3,2-d]pyrimidin-5-yl)benzyl)-5-fluoro-2-methoxybenzamide